4-oxo-6-((1S,2S)-2-(pyrimidin-2-yl)cyclobutyl)-1-((R)-1-(4-(trifluoromethyl)phenyl)ethyl)-4,5-dihydro-1H-pyrazolo[3,4-d]pyrimidine-3-carbonitrile O=C1C2=C(N=C(N1)[C@@H]1[C@H](CC1)C1=NC=CC=N1)N(N=C2C#N)[C@H](C)C2=CC=C(C=C2)C(F)(F)F